C(#N)CC=1C=C(C=CC1)B(O)O (3-(cyanomethyl)phenyl)boronic acid